P(=O)(O)([O-])[O-].[Zr+4].P(=O)(O)([O-])[O-] Zirconium hydrogen phosphate